tert-Butyl (4-(5-chloro-7-((3S,4R)-3-(dimethylamino)-4-hydroxypyrrolidin-1-yl)-1,3-dihydrofuro[3,4-f]quinolin-4-yl)-3-cyano-7-fluorothieno[3,2-c]pyridin-2-yl)carbamate ClC=1C(=C2C(=C3C=CC(=NC13)N1C[C@@H]([C@@H](C1)O)N(C)C)COC2)C2=NC=C(C1=C2C(=C(S1)NC(OC(C)(C)C)=O)C#N)F